[C@H]12CN(CC[C@@H]2O1)C(=O)OCC1=CC=CC=C1 |r| rac-benzyl (1R,6s)-7-oxa-3-azabicyclo[4.1.0]heptane-3-carboxylate